GERANYLACETAT C(\C=C(/C)\CCC=C(C)C)CC(=O)[O-]